ClC1=NC=C(C(=C1)N1C[C@@H]([C@H](CC1)NC(OC(C)(C)C)=O)F)I tert-butyl N-[(3S,4S)-1-(2-chloro-5-iodo-4-pyridyl)-3-fluoro-4-piperidyl]carbamate